NC1=NNC2=C1C(=NC(=C2)C2CCN(CC2)C(C(C)C)=O)Br (4-(3-amino-4-bromo-1H-pyrazolo[4,3-c]pyridin-6-yl)piperidin-1-yl)-2-methylpropan-1-one